((5-bromoisoindolin-2-yl)methyl)-5-hydroxy-4H-pyran-4-one BrC=1C=C2CN(CC2=CC1)CC=1OC=C(C(C1)=O)O